CC1=NC(=CC=C1CN1N=CC(=C1)C(=O)O)N1C[C@H]2C([C@H]2C1)C 1-[2-methyl-6-((1S,5R,6R)-6-methyl-3-aza-bicyclo[3.1.0]hex-3-yl)-pyridin-3-ylmethyl]-1H-pyrazole-4-carboxylic acid